1-(4-bromophenylsulfonyl)aziridine BrC1=CC=C(C=C1)S(=O)(=O)N1CC1